4-(4-((1-(3-(difluoromethyl)-2-fluorophenyl)ethyl)amino)-2-methylquinolin-6-yl)-3,6-dihydropyridin FC(C=1C(=C(C=CC1)C(C)NC1=CC(=NC2=CC=C(C=C12)C=1CC=NCC1)C)F)F